C(C)(C)(C)C=1C=C(C=C(C1)C(C)(C)C)C=1C=CC(=NC1)C(=O)O 5-(3,5-di-tert-butylphenyl)pyridine-2-carboxylic acid